sodium 2-cyanoacetate C(#N)CC(=O)[O-].[Na+]